CNC(=O)NC1=NC=CC(=C1)OC(F)(F)F 1-methyl-3-(4-(trifluoromethoxy)pyridin-2-yl)urea